C(CCCCCCCCCCC)OC(C(O)C)=O.C(CCCCCCCCC(=O)OC(C)C)(=O)OC(C)C diisopropyl sebacate dodecyl-lactate